C(C(C)(C)C)(=O)OCOC1=C(C(=CC(=C1)C(C)(CCCCCC)C)O)C1=C(C=CC(=C1)C)C(=C)C ((6-hydroxy-5'-methyl-4-(2-methyloctan-2-yl)-2'-(prop-1-en-2-yl)-[1,1'-biphenyl]-2-yl)oxy)methyl pivalate